5-hydroxy-N-propyltryptamine OC1=CC=C2NC=C(CCNCCC)C2=C1